C(C1=CC=CC=C1)N1N=C(N=C1)C(=O)N[C@H]1CC[C@H]2C([C@H]2N(C1=O)C)(F)F 1-benzyl-N-[(1R,4s,7S)-8,8-difluoro-6-methyl-5-oxo-6-azabicyclo[5.1.0]octan-4-yl]-1,2,4-triazole-3-carboxamide